hexyl-(4-methyl-2-pentoxy)disiloxane C(CCCCC)[SiH](O[SiH3])OC(C)CC(C)C